N-[3-(2-chloro-5-fluorophenyl)-1-oxo-2,3-dihydro-1H-isoindol-4-yl]-3-fluoro-5-(trifluoromethyl)benzene-1-carbothioamide ClC1=C(C=C(C=C1)F)C1NC(C2=CC=CC(=C12)NC(=S)C1=CC(=CC(=C1)C(F)(F)F)F)=O